[OH-].C(C(=C)C)(=O)OCC[N+](CCCS(=O)(=O)O)(C)C [2-(methacryloyloxy)ethyl]dimethyl-(3-Sulfopropyl)ammonium hydroxide